C(#N)C1=CC(=C(C(=C1)F)NC(=O)[C@@H]1CN([C@H](O1)C(F)(F)F)C1=CC(=C(C=C1)C#N)C(F)(F)F)F (2R,5S)-N-(4-Cyano-2,6-difluorophenyl)-3-(4-cyano-3-(trifluoromethyl)phenyl)-2-(trifluoromethyl)oxazolidin-5-carboxamid